C(C1=CC=CC=C1)OC1=C2C[C@H](N(CC2=CC=C1OC)C=1OC2=C(N1)C=CC(=C2)F)C(=O)NS(=O)(=O)C (S)-5-(benzyloxy)-2-(6-fluorobenzo[d]oxazol-2-yl)-6-methoxy-N-(methylsulfonyl)-1,2,3,4-tetrahydroisoquinoline-3-carboxamide